Myristyl-Sarcosine C(CCCCCCCCCCCCC)N(C)CC(=O)O